C(CCCCCCCCCCC)SSCCCCCCCCCCCC di-n-dodecyl disulfide